3-((S)-3-(bis(4-methoxyphenyl)(phenyl)methoxy)-2-(((1S,3S,3aS)-3-((phenylsulfonyl)methyl)tetrahydro-1H,3H-pyrrolo[1,2-c][1,3,2]oxazaphosphol-1-yl)oxy)propyl)pyrimidine-2,4(1H,3H)-dione COC1=CC=C(C=C1)C(OC[C@H](CN1C(NC=CC1=O)=O)O[P@]1O[C@@H]([C@H]2N1CCC2)CS(=O)(=O)C2=CC=CC=C2)(C2=CC=CC=C2)C2=CC=C(C=C2)OC